[N+](=O)([O-])[O-].[N+](=O)([O-])[O-].C[N+]1=C2C=CC=CC2=C(C2=CC=CC=C12)C=1C2=CC=CC=C2[N+](=C2C=CC=CC12)C N,N'-dimethyl-9,9-biacridinium dinitrate